4-amino-1-[(2R,4S,5R)-4-[(tert-butyldimethylsilyl)oxy]-5-{[(tert-butyldimethylsilyl)oxy]methyl}-5-(chloromethyl)oxolan-2-yl]-5-methylpyrimidin-2-one NC1=NC(N(C=C1C)[C@@H]1O[C@]([C@H](C1)O[Si](C)(C)C(C)(C)C)(CCl)CO[Si](C)(C)C(C)(C)C)=O